3-(3-methoxyphenyl)-2,5-dihydro-1H-pyrrole-1-carboxylic acid tert-butyl ester C(C)(C)(C)OC(=O)N1CC(=CC1)C1=CC(=CC=C1)OC